Pyrrolidone N-oxide [NH+]1(C(CCC1)=O)[O-]